(2R,4R)-2-allyl-4-fluoropyrrolidine-1,2-dicarboxylic acid 1-(tert-butyl) 2-methyl ester COC(=O)[C@@]1(N(C[C@@H](C1)F)C(=O)OC(C)(C)C)CC=C